C1(CC1)C1=CC(=NN1C)C1=CC=C(C=N1)N 6-(5-cyclopropyl-1-methyl-1H-pyrazol-3-yl)pyridin-3-amine